2-chloro-N,N,7-trimethyl-6-(3-(trifluoromethyl)bicyclo[1.1.1]pentan-1-yl)-7H-purin-8-amine ClC1=NC(=C2N(C(=NC2=N1)N(C)C)C)C12CC(C1)(C2)C(F)(F)F